neodymium butyl (butylphosphonate) C(CCC)P(OCCCC)([O-])=O.[Nd+3].C(CCC)OP([O-])(=O)CCCC.C(CCC)OP([O-])(=O)CCCC